BrCCCCCN1C(=O)NC(=O)C(=C1)F 1-(5-bromopentyl)-5-fluorouracil